SN1N=NCN1 3-mercapto-tetrazoline